3-Amino-8-methoxy-6H-benzo[c]chromen-6-one NC1=CC=C2C3=C(C(OC2=C1)=O)C=C(C=C3)OC